CS(=O)(=O)NC=1C=CC=NC1 5-(methylsulfonylamino)pyridin